N-{6-[(2-amino-4-fluorophenyl)amino]-6-oxohexyl}-3-(4-propionamidophenyl)-1H-pyrazole-5-carboxamide NC1=C(C=CC(=C1)F)NC(CCCCCNC(=O)C1=CC(=NN1)C1=CC=C(C=C1)NC(CC)=O)=O